4-(tert-butyl)2-ethyl-1-((7-amino-2-methylquinolin-6-yl)methyl)-1H-imidazole-2,4-dicarboxylic acid C(C)(C)(C)C1(NC(N(C1)CC=1C=C2C=CC(=NC2=CC1N)C)(C(=O)O)CC)C(=O)O